5-[3-(benzyloxy)-5-fluoro-3'-methoxybiphenyl-4-yl]-1,2,5-thiadiazolidin-3-one 1,1-dioxide C(C1=CC=CC=C1)OC=1C=C(C=C(C1N1CC(NS1(=O)=O)=O)F)C1=CC(=CC=C1)OC